FC=1C=C(C=CC1N1C(CCC1)C(F)(F)F)C1=NN=C(S1)N 5-(3-fluoro-4-(2-(trifluoromethyl)pyrrolidin-1-yl)phenyl)-1,3,4-thiadiazol-2-amine